6-(8-fluoro-2-((hexahydro-1H-pyrrolizin-7a-yl)methoxy)-7-(8-(hydroxymethyl)naphthalen-1-yl)pyrido[4,3-d]pyrimidin-4-yl)-1,6-diazaspiro[3.5]nonan-2-one FC1=C(N=CC2=C1N=C(N=C2N2CC1(CC(N1)=O)CCC2)OCC21CCCN1CCC2)C2=CC=CC1=CC=CC(=C21)CO